C(N)(=O)C=1N(N=C2C1N=CC=C2N2C[C@H](N(C[C@@H]2C)C(=O)OC(C)(C)C)C)C2=CC=C(C=C2)OC2=CC=CC=C2 tert-butyl (2R,5S)-4-[3-carbamoyl-2-(4-phenoxyphenyl)-2H-pyrazolo[4,3-b]pyridin-7-yl]-2,5-dimethylpiperazine-1-carboxylate